butylidenebis(4,6-di-t-butylphenol) C(CCC)(C1=C(C(=CC(=C1)C(C)(C)C)C(C)(C)C)O)C1=C(C(=CC(=C1)C(C)(C)C)C(C)(C)C)O